3,4,5-trimethoxy-2-nitrobenzoic acid methyl ester COC(C1=C(C(=C(C(=C1)OC)OC)OC)[N+](=O)[O-])=O